5-((1S,4S)-2-oxa-5-azabicyclo[2.2.1]heptan-5-yl)-6-(4-cyclopropyl-1H-imidazol-1-yl)-2-(6-(4-isopropyl-4H-1,2,4-triazol-3-yl)pyridin-2-yl)isoindolin-1-one [C@@H]12OC[C@@H](N(C1)C=1C=C3CN(C(C3=CC1N1C=NC(=C1)C1CC1)=O)C1=NC(=CC=C1)C1=NN=CN1C(C)C)C2